N-((3R,4R)-3-fluoro-1-((1-methyl-1H-imidazol-4-yl)sulfonyl)piperidin-4-yl)-4-(5-methylthiazol-2-yl)-5-(trifluoromethyl)pyrimidin-2-amine F[C@@H]1CN(CC[C@H]1NC1=NC=C(C(=N1)C=1SC(=CN1)C)C(F)(F)F)S(=O)(=O)C=1N=CN(C1)C